4,7-diphenyl-1,10-phenanthroline ruthenium(III) [Ru+3].C1(=CC=CC=C1)C1=CC=NC2=C3N=CC=C(C3=CC=C12)C1=CC=CC=C1